ClC=1C=CC(=NC1)CN1N=C2N([C@@H](CCC2)C(=O)N2C[C@H](CC2)F)C1=O (5S)-2-[(5-Chloropyridin-2-yl)methyl]-5-{[(3S)-3-fluoropyrrolidin-1-yl]carbonyl}-5,6,7,8-tetrahydro[1,2,4]triazolo[4,3-a]pyridin-3(2H)-one